Di-t-amylperoxid C(C)(C)(CC)OOC(C)(C)CC